COC(CC(CCCCCCCCC)NCCCN(C)C)=O.C(C1=CC=CC=C1)OC(=O)N(C(CC(=O)OC)CCCCCCCCC)CCCN(C)C methyl 3-{[(benzyloxy)carbonyl][3-(dimethylamino)-propyl]amino}dodecanoate Methyl-3-{[3-(dimethylamino)propyl]amino}dodecanoate